(1R,3S)-N-methyl-3-((6-(1-methyl-1H-pyrazol-4-yl)pyrazolo[1,5-a]pyrazin-4-yl)oxy)cyclopentan-1-amine hydrochloride Cl.CN[C@H]1C[C@H](CC1)OC=1C=2N(C=C(N1)C=1C=NN(C1)C)N=CC2